Cl.Cl.CC1CN(CCN1)C1=CC=C(N=N1)C1=NC=C(C=C1O)NCC=1C=CC=C2C=CC=NC12 2-[6-(3-methylpiperazin-1-yl)pyridazin-3-yl]-5-{[(quinolin-8-yl)methyl]amino}pyridin-3-ol dihydrochloride